ClC=1C=CC2=C(NC(=N2)C=CC(=O)N(C(C)C)C(C)C)C1 3-(6-chloro-1H-1,3-benzodiazol-2-yl)-N,N-bis(propan-2-yl)propenamide